CS(=O)(=O)[O-].C(C1=CC=CC=C1)[SH+]CC1=CC=C(C=C1)OC(=O)OC benzyl-(4-((methoxycarbonyl)oxy)phenyl)methyl-sulfonium methanesulfonate